6-(4-Acetylpiperazin-1-yl)-2-methoxy-N-(3-phenylpropyl)-1H-benzo[d]Imidazole-1-carboxamide C(C)(=O)N1CCN(CC1)C=1C=CC2=C(N(C(=N2)OC)C(=O)NCCCC2=CC=CC=C2)C1